N-ethyl-N'-pentyl-urea C(C)NC(=O)NCCCCC